tert-butyl (5R,6S)-2,2-difluoro-6-methyl-5-(((4-methyl-5-(trifluoromethyl)pyrimidin-2-yl)amino) methyl)morpholine-4-carboxylate FC1(CN([C@@H]([C@@H](O1)C)CNC1=NC=C(C(=N1)C)C(F)(F)F)C(=O)OC(C)(C)C)F